ClC=1C=C(C=CC1O)CCC(=O)NC1=C(C=CC(=C1)C=1C(=NOC1C)C)NC[C@H](C)N1CCOCC1 3-(3-chloro-4-hydroxyphenyl)-N-[5-(3,5-dimethyl-1,2-oxazol-4-yl)-2-[[(2S)-2-(morpholin-4-yl)propyl]amino]phenyl]propanamide